(2r,3s)-3-(2-((4-bromo-1H-benzo[d]imidazol-5-yl)amino)-4,5-dihydro-1H-imidazole-1-carbonyl)-2-((1-methyl-1H-imidazol-5-yl)methyl)(9z,12z)-octadeca-9,12-dienoic acid pentyl ester C(CCCC)OC([C@@H]([C@H](CCCCC\C=C/C\C=C/CCCCC)C(=O)N1C(=NCC1)NC1=C(C2=C(NC=N2)C=C1)Br)CC1=CN=CN1C)=O